FC=1C(=NC(=NC1)NC1=NC=C(C(=C1)CN1CCN(CC1)CC)F)C=1C=NN(C1)CCC fluoro-N-(5-fluoro-4-((4-ethylpiperazin-1-yl)methyl)pyridin-2-yl)-4-(1-propyl-1H-pyrazol-4-yl)pyrimidin-2-amine